(R)-2-((S)-3,3-difluorocyclopentyl)-N-(6,7-dihydro-4H-pyrano[4,3-d]thiazol-2-yl)-2-(4-(2-methyl-2H-tetrazol-5-yl)phenyl)acetamide FC1(C[C@H](CC1)[C@@H](C(=O)NC=1SC2=C(N1)CCOC2)C2=CC=C(C=C2)C=2N=NN(N2)C)F